C(C1=CC=CC=C1)OC1=NC(=CC=C1N1C=NC2=C1C=CC(=C2)N[C@@H]2[C@H](CN(CC2)C(=O)OC(C)(C)C)F)OCC2=CC=CC=C2 tert-butyl (3S,4S)-4-[[1-(2,6-dibenzyloxy-3-pyridyl)benzimidazol-5-yl]amino]-3-fluoro-piperidine-1-carboxylate